N-(cyanomethyl)-N-(2-(phenylamino)phenyl)carboxamide C(#N)CN(C=O)C1=C(C=CC=C1)NC1=CC=CC=C1